CC1(N(CCC1)C(=O)C=1C=CC=C2C(=NC=NC12)N[C@H](CN1CCN(CC1)S(=O)(=O)C1=C(N=C(S1)NC(OC)=O)C)C)C methyl N-[5-({4-[(2S)-2-{[8-(2,2-dimethylpyrrolidine-1-carbonyl)quinazolin-4-yl]amino}propyl]piperazin-1-yl}sulfonyl)-4-methyl-1,3-thiazol-2-yl]carbamate